(m-fluorophenyl)-1-ethanol FC=1C=C(C=CC1)C(C)O